CN(C(=O)C1=CC=C(C=C1)N\C(=C\1/C(NC2=CC(=CC=C12)C(=O)OC)=O)\C1=CC=CC=C1)OCCN1CCN(CC1)CC(=O)NC (Z)-Methyl 3-(((4-(methyl(2-(4-(2-(methylamino)-2-oxoethyl)piperazin-1-yl)ethoxy)carbamoyl)phenyl)amino)(phenyl)methylene)-2-oxoindoline-6-carboxylate